C(C1=CC=CC=C1)OC(=O)N[C@H](C(=O)OC(C)(C)C)CC(=O)N1CC(CCC1)CCOC1=CC(=C(C=C1)C)CN=C=O tert-butyl (2S)-2-(((benzyloxy) carbonyl) amino)-4-(3-(2-(3-(isocyanatomethyl)-4-methylphenoxy) ethyl) piperidin-1-yl)-4-oxobutanoate